Cl.O=C1NC(CCC1N1C(C2=CC=C(C=C2C1)N1CCN(CC1)C[C@@H]1CN(CCO1)C1=CC=C(C=C1)C1CCN(CC1)C=1C=CC(=C2C(=CNC12)C#N)F)=O)=O 7-(4-{4-[(2R)-2-({4-[2-(2,6-dioxopiperidin-3-yl)-1-oxo-2,3-dihydro-1H-isoindol-5-yl]piperazin-1-yl}methyl)morpholin-4-yl]phenyl}piperidin-1-yl)-4-fluoro-1H-indole-3-carbonitrile HCl